NC1=NC=2C=CC(=CC2C2=C1COC2)C(=O)N(C(CF)C)CC2=NC=C(C=C2)C#N 4-amino-N-((5-cyanopyridin-2-yl)methyl)-N-(1-fluoroprop-2-yl)-1,3-dihydrofuro[3,4-c]quinoline-8-carboxamide